C(C)P(=O)(CC)CC1=C(C=CC(=C1)C(=O)O)C1=CC=C(C=C1)C(=O)O 2-((diethyl-phosphoryl)methyl)-[1,1'-biphenyl]-4,4'-dicarboxylic acid